methylpyridine-3-carboxamide CC1=NC=CC=C1C(=O)N